FC1=C(N(C=C1)C1=C(C=C(C=C1)C(=O)OC)[N+](=O)[O-])C(=O)OCC ethyl 3-fluoro-1-(4-(methoxycarbonyl)-2-nitrophenyl)-1H-pyrrole-2-carboxylate